C[C@@]12[C@H](CC[C@@]3([C@@H]1[C@@H]([C@]45[C@H]3CC[C@H](C4)C(=C)C5)C(=O)O)OC2=O)Cl The molecule is a halo-gibberellin that is gibberellin A9 carrying a chloro substituent at position 3beta (2beta using gibbane skeletal numbering). It derives from a gibberellin A9.